C(C)(CC)O[Si]1(O[SiH](O[SiH](O[Si](O1)(C)OC(C)CC)C)C)C 2,4-Di-sec-butoxy-2,4,6,8-tetramethyl-cyclotetrasiloxane